triphenylvinylphenol methacrylate C(C(=C)C)(=O)OC1=C(C=CC=C1)C(=C(C1=CC=CC=C1)C1=CC=CC=C1)C1=CC=CC=C1